N1N=CC2=CC(=CC=C12)C1(NC=CC(=N1)NC1CCN(CC1)S(=O)(=O)C)N 2-(1H-indazol-5-yl)-N4-(1-(methylsulfonyl)piperidin-4-yl)pyrimidine-2,4-diamine